FC(C1=NC2=CC=C(C=C2C(=C1)NCC1(CN(C1)S(=O)(=O)N)C1=CC=C(C=C1)F)C(F)(F)F)(F)F 3-(((2,6-Bis(trifluoromethyl)quinolin-4-yl)amino)methyl)-3-(4-fluorophenyl)azetidine-1-sulfonamide